C1=CC=CC=2C3=CC=CC=C3C(C12)COC(=O)N[C@H](C(=O)OC)CI methyl (2R)-2-[[(9H-fluoren-9-yl methoxy) carbonyl]amino]-3-iodopropanoate